CC(CNC1=NC(=NC(=N1)Cl)NC1=CC(=CC=C1)C(F)(F)F)(C)O 2-methyl-1-((4-chloro-6-((3-(trifluoromethyl)phenyl)amino)-1,3,5-triazin-2-yl)amino)propan-2-ol